ClC=1C=C2[C@H]([C@@]3([C@H](N(C2=CC1)S(=O)(=O)C1=CC=C(C)C=C1)C1=CC=CC=C1)C(=NN(C3=O)C3=CC=CC=C3)C)C=C (2'R,4R,4'R)-6'-chloro-3-methyl-1,2'-diphenyl-1'-tosyl-4'-vinyl-1',4'-dihydro-2'H-spiro[pyrazole-4,3'-quinoline]-5(1H)-one